ClC1=C(C(=O)N(C)C)C=CC(=C1)N1CCN(CC1)C1CC2(CN(C2)S(=O)(=O)C2=C(C=CC=C2)C(F)(F)F)C1 2-chloro-N,N-dimethyl-4-(4-(2-(2-(trifluoromethyl)phenylsulfonyl)-2-azaspiro[3.3]heptan-6-yl)piperazin-1-yl)benzamide